3-{2-[(1R)-1-(4-fluorophenyl)ethoxy]-4-(2,2,2-trifluoroethane-sulfonamido)phenyl}-5-[(pyrazin-2-yl)amino]-1-{[2-(trimethylsilyl)ethoxy]methyl}-1H-pyrazole-4-carboxamide FC1=CC=C(C=C1)[C@@H](C)OC1=C(C=CC(=C1)NS(=O)(=O)CC(F)(F)F)C1=NN(C(=C1C(=O)N)NC1=NC=CN=C1)COCC[Si](C)(C)C